Benzyl 4-(4-(2,4-dioxo-3-((2-(trimethylsilyl)ethoxy)methyl)tetrahydropyrimidin-1(2H)-yl)-1H-indol-1-yl)piperidine-1-carboxylate O=C1N(CCC(N1COCC[Si](C)(C)C)=O)C1=C2C=CN(C2=CC=C1)C1CCN(CC1)C(=O)OCC1=CC=CC=C1